C(C)(=O)N1[C@@H](CN(C[C@H]1C)C(C=C)=O)C1=CC(=NC(=C1)Cl)C1=CC(=NC(=N1)C(C)C)C(=O)NC 6-(4-((2R,6R)-1-acetyl-4-acryloyl-6-methylpiperazin-2-yl)-6-chloropyridin-2-yl)-2-isopropyl-N-methylpyrimidine-4-carboxamide